3-(1-oxo-5-(pyrrolidin-3-ylsulfanyl)isoindolin-2-yl)piperidine-2,6-dione O=C1N(CC2=CC(=CC=C12)SC1CNCC1)C1C(NC(CC1)=O)=O